O1CCC(=CC1)C1=CC(=C(C(=C1)F)CC=O)F 2-(4-(3,6-dihydro-2H-pyran-4-yl)-2,6-difluorophenyl)acetaldehyde